C1(CC1)C1=C(C(=NO1)C1=C(C=CC=C1Cl)Cl)CO[C@H]1[C@@H]2CN([C@H](C1)C2)C2=CC(=C(C=C2)CCC(=O)OC)F methyl 3-(4-((1S,4S,5R)-5-((5-cyclopropyl-3-(2,6-dichlorophenyl)isoxazol-4-yl)methoxy)-2-azabicyclo[2.2.1]heptan-2-yl)-2-fluorophenyl)propanoate